ClC1=C(C=C2C(NCN3C2=C1SC[C@H](C3)OC)=O)C(F)(F)F (S)-11-chloro-3-methoxy-10-(trifluoromethyl)-3,4,6,7-tetrahydro-2H,8H-[1,4]thiazepino[2,3,4-ij]quinazolin-8-one